4-chlorodibenzo[b,d]Furan ClC1=CC=CC2=C1OC1=C2C=CC=C1